C(C)(C)(C)OC(=O)N1[C@@H](C=C([C@H](C1)N(S(=O)(=O)C1=C(C=CC=C1)[N+](=O)[O-])OCC=C)C)CO (2S,5R)-5-(N-(allyloxy)-2-nitrophenylsulfonamido)-2-(hydroxymethyl)-4-methyl-5,6-dihydropyridine-1(2H)-carboxylic acid tert-butyl ester